6-chloro-2-(4-((1-cyclobutylpiperidin-4-yl)oxy)phenyl)-3-methoxy-1-methylquinolin-4(1H)-one ClC=1C=C2C(C(=C(N(C2=CC1)C)C1=CC=C(C=C1)OC1CCN(CC1)C1CCC1)OC)=O